2-(6-(((1R,2S,3S,5R)-2-fluoro-6,8-dimethyl-8-azabicyclo[3.2.1]oct-6-en-3-yl)oxy)pyridazin-3-yl)-5-(1H-1,2,3-triazol-1-yl)phenol F[C@H]1[C@H]2C=C([C@@H](C[C@@H]1OC1=CC=C(N=N1)C1=C(C=C(C=C1)N1N=NC=C1)O)N2C)C